lead zirconium tin [Sn].[Zr].[Pb]